N1CC(C1)C1=CC=C(C=C1)C1=NNC(=C1C(C)C)C=1C=C(C=2N(C1)N=CN2)OC 6-(3-(4-(azetidin-3-yl)phenyl)-4-isopropyl-1H-pyrazol-5-yl)-8-methoxy-[1,2,4]triazolo[1,5-a]pyridine